C(C1=CC=CC=C1)NC1=C2N=CN(C2=NC(=N1)C(=O)O)[C@@H]1O[C@@H]([C@H]([C@H]1O)O)COCP(=O)(O)O 6-(benzylamino)-9-[(2R,3R,4S,5R)-3,4-dihydroxy-5-(phosphonomethoxy-methyl)tetrahydro-furan-2-yl]purine-2-carboxylic acid